trans-N-((4-(2-(4-chloro-3-fluorophenoxy)acetamido)cyclohexyl)methyl)-2-(4-chlorophenyl)-2-methylpropanamide ClC1=C(C=C(OCC(=O)N[C@@H]2CC[C@H](CC2)CNC(C(C)(C)C2=CC=C(C=C2)Cl)=O)C=C1)F